4-hydroxy-2,8-dimethyl-6-(morpholine-4-carbonyl)-7H,8H-pyrido[2,3-d]pyrimidin-7-one OC=1C2=C(N=C(N1)C)N(C(C(=C2)C(=O)N2CCOCC2)=O)C